Monochloropropane-1,2-diol CC(CO)(O)Cl